N1=C(C=CC=C1)C(C1=CC=C(C=C1)O)C1=C(C=CC=C1)O 2,4'-(2-pyridylmethylene)-bisphenol